COC(C1=CC(=C(C(=C1)Br)N)N)=O 3,4-diamino-5-bromobenzoic acid methyl ester